Methyl 3-(3-(4-ethoxyphenoxy)azetidin-1-yl)-2-(1H-pyrrol-1-yl)benzoate C(C)OC1=CC=C(OC2CN(C2)C=2C(=C(C(=O)OC)C=CC2)N2C=CC=C2)C=C1